C1(CC1)COC1=NC=CC=C1C1=CC(=C(C(=C1)F)CCCCC(=O)O)F 5-[4-(2-Cyclopropylmethoxy-pyridin-3-yl)-2,6-difluoro-phenyl]-pentanoic acid